COC1C(CNC2=CC=CN=C12)(C)C 4-Methoxy-3,3-dimethyl-1,2,3,4-tetrahydro-1,5-naphthyridine